4-(3,6-dihydro-2H-pyran-4-yl)-2-((tetrahydrofuran-2-yl)methoxy)-6-(3-(m-tolyl)-1H-pyrazol-1-yl)pyrimidine O1CCC(=CC1)C1=NC(=NC(=C1)N1N=C(C=C1)C=1C=C(C=CC1)C)OCC1OCCC1